C(CSSCCNS(=O)(=O)C1=C(C=CC(=C1)Cl)Cl)NS(=O)(=O)C1=C(C=CC(=C1)Cl)Cl N,N'-(Dithiodi-2,1-ethanediyl)bis[2,5-dichlorobenzenesulfonamide]